O1C=CC2=C1C(=CC=C2)NC2=NNC1=CC(=CC=C21)[C@@H]2C[C@@]21C(NC2=CC=C(C=C12)OC)=O (1R,2S)-2-[3-(1-benzofuran-7-ylamino)-1H-indazol-6-yl]-5'-methoxy-1'H-spiro[cyclopropan-1,3'-indol]-2'-one